3-((tert-butoxycarbonyl)amino)-2-carboxy-5-(3,4-dimethylphenyl)pyridine 1-oxide C(C)(C)(C)OC(=O)NC=1C(=[N+](C=C(C1)C1=CC(=C(C=C1)C)C)[O-])C(=O)O